C(C1=CC=CC=C1)OC1=CC=C(C=C1)C(O)C1=C(N(C=2C1=NC=CC2)C)CC (4-(benzyloxy)phenyl)(2-ethyl-1-methyl-1H-pyrrolo[3,2-b]pyridin-3-yl)methanol